C1(=CC=CC2=CC=C3C=C4C=CC=CC4=CC3=C12)CCCC[Li] 4-tetraphenylbutyl-lithium